C1=CC=CC=2NC3=C(CCC21)C=CC=C3 10,11-dihydro-dibenzo[b,f]azepin